4-tertiary butyl-2-(2-fluorophenyl)oxazoline C(C)(C)(C)C1N=C(OC1)C1=C(C=CC=C1)F